NC1=NC=2C=CC(=CC2C2=C1[C@H](OC2)C)C(=O)N(CC2=NC=C(C=C2)C(F)(F)F)C[C@H](C)O (3R)-4-amino-N-((2S)-2-hydroxypropyl)-3-methyl-N-((5-(trifluoromethyl)-2-pyridinyl)methyl)-1,3-dihydrofuro[3,4-c]quinoline-8-carboxamide